OCC(C1=CC=C(C=C1)C)N1C=NC=C1C(=O)OCC ethyl 1-(2-hydroxy-1-(p-tolyl) ethyl)-1H-imidazole-5-carboxylate